hexadecyl-trimethylammonium chloride [Cl-].C(CCCCCCCCCCCCCCC)[N+](C)(C)C